ClC1=NC(=C2N=CN(C2=N1)[C@@H]1O[C@@H]([C@H]([C@H]1O)O)CO)N1CC2(C3=CC=CC(=C13)F)CCCC2 (2R,3R,4S,5R)-2-[2-chloro-6-(7'-fluorospiro[cyclopentane-1,3'-indoline]-1'-yl)purin-9-yl]-5-(hydroxymethyl)tetrahydrofuran-3,4-diol